CC1=C(C=C2N(C(C=3N(C2=C1)C=CN3)=O)C=3C(=NC=CC3)C)C(F)(F)F (Ra)-8-methyl-5-(2-methylpyridin-3-yl)-7-(trifluoromethyl)imidazo[1,2-a]Quinoxaline-4(5H)-on